NCCCN(C(C1=C(C=C(C=C1)NC=1C=2N(C=CN1)C(=CN2)C2=C(C(=C(C=C2)Cl)F)F)CC)=O)C N-(3-aminopropyl)-4-[[3-(4-chloro-2,3-difluorophenyl)imidazo[1,2-a]pyrazin-8-yl]amino]-2-ethyl-N-methylbenzamide